FC=1C(=C(C=2C3=C(C(NC2C1)(C)C)N=CO3)C)C3=C1C=CN(C1=CC(=C3)F)S(=O)(=O)C 7-Fluoro-8-(6-fluoro-1-methylsulfonylindol-4-yl)-4,4,9-trimethyl-5H-[1,3]oxazolo[4,5-c]chinolin